C(C#CCC#CCCCCC)O Undeca-2,5-diyn-1-ol